FC1(CN(C1)C(=O)C=1N=C2N(N1)CC[C@H]2C2=CC=CC=C2)F (3,3-difluoroazetidin-1-yl)-[(7S)-7-phenyl-6,7-dihydro-5H-pyrrolo[1,2-b][1,2,4]triazol-2-yl]methanone